O=C1C2C(C3N1COC3)C2C(=O)[O-] 5-oxohexahydro-1H-cyclopropa[3,4]pyrrolo[1,2-c]oxazole-6-carboxylate